N1C=C(C2=CC=CC=C12)CC(CCCC)C=1C2=C(N=C(N1)N1CCN(CC1)C)SC(=C2)C(=O)N (1-(1H-indol-3-yl)hexan-2-yl)-2-(4-methylpiperazin-1-yl)thieno[2,3-d]pyrimidine-6-carboxamide